C(C)(C)(C)OC(NCCN1N=CC(=C1)S(NC=1C=CC=C2C(=CNC12)Cl)(=O)=O)=O tert-Butyl-N-[2-[4-[(3-chloro-1H-indol-7-yl)sulfamoyl]pyrazol-1-yl]ethyl]carbamat